O[C@]12[C@@H](C[C@H]3[C@@H]4CC[C@H]([C@@H](CC[C@H](C(C)C)C)C)[C@]4(CC[C@@H]3[C@]2(CC[C@@H](C1)O)C)C)NCCC1=CNC2=CC=CC=C12 5α-hydroxy-6β-[2-(1H-indol-3-yl)ethylamino]campestan-3β-ol